1-[5-(5-chloro-2-methoxypyridin-4-yl)-1H-pyrazole-3-carbonyl]-N-[5-(propan-2-yl)-1,3-thiazol-2-yl]piperidine-4-carboxamide ClC=1C(=CC(=NC1)OC)C1=CC(=NN1)C(=O)N1CCC(CC1)C(=O)NC=1SC(=CN1)C(C)C